C(C1=CC=CC=C1)OC(=O)N1CCC(CC1)CN1[C@@H](CN(C[C@H]1C)C(=O)OC(C)(C)C)C tert-butyl (3R,5R)-4-((1-((benzyloxy)carbonyl)piperidin-4-yl)methyl)-3,5-dimethylpiperazine-1-carboxylate